CN1N=C(C(=C1[N+](=O)[O-])SCC(=O)OCC)C ethyl 2-((1,3-dimethyl-5-nitro-1H-pyrazol-4-yl)thio)acetate